(4-(3-ethyl-2-(2-methylpyridin-4-yl)-1H-indol-5-yl)piperidin-1-yl)(piperidin-4-yl)methanone C(C)C1=C(NC2=CC=C(C=C12)C1CCN(CC1)C(=O)C1CCNCC1)C1=CC(=NC=C1)C